2-methylbutyric-valeric anhydride C(CCCC)(=O)OC(C(CC)C)=O